C(/C)=C\1/[C@@H]2[C@H](C3CC=4C=5C=C(C=CC5NC4[C@@H]([N+]3(C1)C)C2)O)CO (1S,13R,14S,15E)-15-ethylidene-13-(hydroxymethyl)-17-methyl-3-aza-17-azoniapentacyclo[12.3.1.02,10.04,9.012,17]octadeca-2(10),4(9),5,7-tetraen-7-ol